C(C)N1[C@@H](CCC1)CCS(=O)(=O)NC(NC1=C2CCCC2=CC=2CCCC12)=O (S,E)-2-(1-ethylpyrrolidin-2-yl)-N-((1,2,3,5,6,7-hexahydro-s-indacen-4-yl)carbamoyl)-ethanesulfonamide